(12S)-11-cyclopropyl-4-fluoro-12-(hydroxymethyl)-8-(6-methoxy-3-pyridyl)-1,6,11-triazatricyclo[7.4.0.02,7]trideca-2(7),3,5,8-tetraen-10-one C1(CC1)N1C(C2=C(C=3N=CC(=CC3N2C[C@H]1CO)F)C=1C=NC(=CC1)OC)=O